3',4'-dihydrospiro[azetidine-3,2'-pyrido[3,2-b][1,4]oxazine]-1-carboxylic acid tert-butyl ester C(C)(C)(C)OC(=O)N1CC2(CNC3=C(O2)C=CC=N3)C1